dodecyl-dimethyl(hexyloxymethyl)-ammonium chloride [Cl-].C(CCCCCCCCCCC)[N+](COCCCCCC)(C)C